3,3',5,5'-tetra-tert-butyl-2,2'-biphenol C(C)(C)(C)C1=C(C(=CC(=C1)C(C)(C)C)O)C=1C(=CC(=CC1C(C)(C)C)C(C)(C)C)O